3-CHLORO-5-(TRIFLUOROMETHYL)PHENYLBORONIC ACID ClC=1C=C(C=C(C1)C(F)(F)F)B(O)O